1,1-dimethyl-2-oxaspiro[4.5]decan-8-one CC1(OCCC12CCC(CC2)=O)C